C1=CC=CC=2C3=CC=CC=C3C(C12)COC(=O)N[C@H](C(=O)N[C@H](C(=O)O)C)C(C)C (2S)-2-[[(2S)-2-(9H-fluoren-9-ylmethoxycarbonylamino)-3-methyl-butanoyl]amino]propanoic acid